fluorosilane acrylate C(C=C)(=O)O.F[SiH3]